5-bromo-6-chlorobenzene-1,2,3,4-d4 BrC1=C(C(=C(C(=C1Cl)[2H])[2H])[2H])[2H]